(Z)-4-(5-acetyl-2-fluorophenyl)-1-(4-amino-2-fluorobut-2-en-1-yl)-1H-benzo[d]imidazole-6-carbonitrile hydrochloride Cl.C(C)(=O)C=1C=CC(=C(C1)C1=CC(=CC=2N(C=NC21)C/C(=C/CN)/F)C#N)F